C1(C=CC(N1C1=CC=C(C=C1)CC1=CC=C(C=C1)N1C(C=CC1=O)=O)=O)=O bis(4-maleimidophenyl)methane